2-[(4-{6-[(1S,3S,4R,6R)-6-(cyclopropylmethyl)-2-azabicyclo[2.2.2]octane-3-carbonyl]-2,6-diazaspiro[3.3]heptane-2-yl}pyrimidine-5-yl)oxy]-5-fluoro-N,N-di(propan-2-yl)benzamide C1(CC1)C[C@@H]1C[C@@H]2[C@H](N[C@H]1CC2)C(=O)N2CC1(CN(C1)C1=NC=NC=C1OC1=C(C(=O)N(C(C)C)C(C)C)C=C(C=C1)F)C2